Cl.N[C@@H]1CC[C@H](OC1)COC(N)=O carbamic acid ((2S,5R)-5-aminotetrahydro-2H-pyran-2-yl)methyl ester hydrochloride